BrC1(CC(=CC=C1)Br)O M-dibromophenol